C1NCC12CNCC2C(=O)N 2,6-diazaspiro[3.4]octane-8-carboxamide